C(=C)OC1=CC=CC2=CC(=CC=C12)OC=C 1,6-divinyloxynaphthalene